FC1=C(C(N(C(=C1Cl)C1(C(C(C(C(C1(F)F)(F)F)(F)F)(F)F)(F)F)F)C1=C(C(=C(C(=C1F)F)F)F)F)=O)C(=O)O.ClC=1C=C(C(NC1C1CCCCC1)=O)C(=O)OC1=C(C(=C(C(=C1F)F)F)F)F perfluorophenyl 5-chloro-6-cyclohexyl-2-oxo-1,2-dihydropyridine-3-carboxylate perfluorophenyl-5-chloro-6-cyclohexyl-2-oxo-1,2-dihydropyridine-3-carboxylate